NC1=C2C(=NC=N1)N(N=C2C#CC=2C=C(C=CC2C)NC(=O)N2OCC[C@@H]2C2=CC=CC=C2)[C@H]2COCC2 (R)-N-(3-((4-amino-1-((R)-tetrahydrofuran-3-yl)-1H-pyrazolo[3,4-d]pyrimidin-3-yl)ethynyl)-4-methylphenyl)-3-phenylisoxazolidin-2-carboxamide